CN1C(C(=CC(=C1)C1=CC(=CC=2CC(OC21)C)S(=O)(=O)C)C)=O 1,3-dimethyl-5-(2-methyl-5-methylsulfonyl-2,3-dihydro-1-benzofuran-7-yl)pyridin-2-one